(1R)-1-[2-methyl-3-(trifluoromethyl)phenyl]ethan-1-amine hydrochloride Cl.CC1=C(C=CC=C1C(F)(F)F)[C@@H](C)N